(6S)-tetrahydrofolic acid C(CC[C@@H](C(=O)O)NC(=O)C1=CC=C(NC[C@H]2CNC=3N=C(N)NC(=O)C3N2)C=C1)(=O)O